dodecahydrobiphenyl C1(CCCCC1)C1CCCCC1